C(C1=CC=CC=C1)C1CCN(CC1)CC=1NC(=NN1)C1=CNC2=CC=C(C=C12)C 3-(5-((4-benzylpiperidin-1-yl)methyl)-4H-1,2,4-triazol-3-yl)-5-methyl-1H-indole